20-hydroxy-13-methylicosa-5,8,11,14-tetraenoate OCCCCCC=CC(C=CCC=CCC=CCCCC(=O)[O-])C